tert-butyl 4-(((3R,4R)-3-(4-(tert-butoxycarbonyl) phenyl)piperidin-4-yl)methyl)-5-fluoro-7-methyl-1H-indole-1-carboxylate C(C)(C)(C)OC(=O)C1=CC=C(C=C1)[C@@H]1CNCC[C@H]1CC1=C2C=CN(C2=C(C=C1F)C)C(=O)OC(C)(C)C